Tert-butyl 4-(4-bromo-2,3-difluorophenyl)-3-oxopiperidine-1-carboxylate BrC1=C(C(=C(C=C1)C1C(CN(CC1)C(=O)OC(C)(C)C)=O)F)F